1-phenylmethoxyethylamino-3-phenylbut-3-ene C1(=CC=CC=C1)COC(C)NCCC(=C)C1=CC=CC=C1